FC(OC1=C(C=O)C=CC(=C1)C=1C(=NN(C1)C1=CC=CC=C1)C)F 2-(difluoromethoxy)-4-(3-methyl-1-phenyl-1H-pyrazol-4-yl)benzaldehyde